C(C)(C)ON1CCC1 isopropoxy-azetidine